C1(CC1)CC1=C(C2=C(C=3C(=NNC3C=C2)F)CCC1)C1=CC=C(C=C1)N1CCC(CC1)CN1CCN(CC1)C=1C=C2CN(C(C2=CC1)=O)[C@@H]1C(NC(CC1)=O)=O (S)-3-(5-(4-((1-(4-(7-(cyclopropylmethyl)-1-fluoro-3,8,9,10-tetrahydrocyclohepta[e]indazol-6-yl)phenyl)piperidin-4-yl)methyl)piperazin-1-yl)-1-oxoisoindolin-2-yl)piperidine-2,6-dione